ClC1=C2C=C(C=NC2=CC(=N1)Cl)B(O)O (5,7-dichloro-1,6-naphthyridin-3-yl)boronic acid